2-((S)-1-acryloyl-4-(2-(((S)-1-methylpyrrolidin-2-yl)methoxy)-7-(5,6,7,8-tetrahydronaphthalen-1-yl)pyridino[3,2-d]pyrimidin-4-yl)piperazin-2-yl)acetonitrile C(C=C)(=O)N1[C@H](CN(CC1)C=1C2=C(N=C(N1)OC[C@H]1N(CCC1)C)C=C(C=N2)C2=CC=CC=1CCCCC21)CC#N